6-(but-3-en-1-yl)-2'-chloro-4-hydroxy-5'-vinyl-2H-[1,4'-bipyridyl]-2-one C(CC=C)C1=CC(=CC(N1C1=CC(=NC=C1C=C)Cl)=O)O